7-(3,4-dimethoxyphenyl)-N-(3-(4-methylpiperazin-1-yl)-3-oxo-1-phenylprop-1-en-2-yl)pyrazolo[1,5-a]pyrimidine-2-carboxamide COC=1C=C(C=CC1OC)C1=CC=NC=2N1N=C(C2)C(=O)NC(=CC2=CC=CC=C2)C(=O)N2CCN(CC2)C